2-(4-(4-methoxyphenyl)-1H-1,2,3-triazol-1-yl)-1-phenylethan-1-one COC1=CC=C(C=C1)C=1N=NN(C1)CC(=O)C1=CC=CC=C1